N-(4-Amino-2-tetrahydropyran-2-yl-pyrazolo[4,3-c]pyridin-7-yl)-N'-[[2-fluoro-4-(trifluoromethyl)phenyl]methyl]-N'-methyl-oxamide Copper [Cu].NC1=NC=C(C=2C1=CN(N2)C2OCCCC2)NC(=O)C(=O)N(C)CC2=C(C=C(C=C2)C(F)(F)F)F